ClCCC(=C(C1=CC=CC=C1)C1=CC=C(OCCN2CCC(CC2)CN2CC3N(C(C2)C3)C3=CC2=CN(C=C2C=C3F)C3C(NC(CC3)=O)=O)C=C1)C1=CC=CC=C1 5-(3-((1-(2-(4-(4-chloro-1,2-diphenylbut-1-en-1-yl)phenoxy)ethyl)piperidin-4-yl)methyl)-3,6-diazabicyclo[3.1.1]heptane-6-yl)-2-(2,6-dioxopiperidin-3-yl)-6-fluoroisoindole